FC=1C(=CC(=NC1C1=CC=C(C=C1)F)C(CNC(=O)C=1C=C2C=C(N=NC2=C(C1)OC)C)(O)C1(CC1)C)C(C)(C)O l-N-(2-(5-fluoro-6-(4-fluorophenyl)-4-(2-hydroxypropan-2-yl)pyridin-2-yl)-2-(1-methylcyclopropyl)-2-hydroxyethyl)-8-methoxy-3-methylcinnoline-6-carboxamide